2,2-dimethyl-7-((tetrahydro-2H-pyran-2-yl)oxy)-3-vinyl-2H-chromene CC1(OC2=CC(=CC=C2C=C1C=C)OC1OCCCC1)C